FC1=C(OC=2C=CC(=NC2)NC([C@H](C)N2CC(C(CC2)(F)F)C2=CC(=NC=C2)C(=O)N)=O)C=CC(=C1)F 4-(1-((S)-1-((5-(2,4-difluorophenoxy)pyridin-2-yl)amino)-1-oxopropan-2-yl)-4,4-difluoropiperidin-3-yl)pyridine-2-carboxamide